(1S,2R,6S,7R)-2-methyl-4-oxatricyclo[5.2.1.02,6]dec-8-ene-3,5-dione C[C@]12[C@@H]3C=C[C@H]([C@@H]2C(OC1=O)=O)C3